C(=O)O.FC1=C(C=CC(=C1F)OC1=NC=CC=N1)C1=CN=C2N1C=CN=C2NC2=CC(=C(C(=O)NCCCNC(=O)C1CCNCC1)C=C2)CC N-(3-(4-((3-(2,3-difluoro-4-(pyrimidin-2-yloxy)phenyl)imidazo[1,2-a]pyrazin-8-yl)amino)-2-ethylbenzamido)propyl)piperidine-4-carboxamide formate